tri(dodecanoyl)glycerol C(CCCCCCCCCCC)(=O)C(C(O)(C(CCCCCCCCCCC)=O)C(CCCCCCCCCCC)=O)(O)CO